ClC=1C=C(C(=NC1)OC)S(=O)(=O)NC=1C(=C(C(=CC1)F)C1=CC=C2C(=NNC2=C1F)C(=O)NC(C)CCC)F 6-[3-(5-Chloro-2-methoxypyridine-3-sulfonamido)-2,6-difluorophenyl]-7-fluoro-N-(pentan-2-yl)-1H-indazole-3-carboxamide